FC=1C=CC(=NC1)[C@@H](C)OC1=CC(=CC=2N1C(=CN2)C#N)C=2N=NN(C2C)C2CCNCC2 5-[(R)-1-(5-fluoropyridin-2-yl)ethoxy]-7-[5-methyl-1-(piperidin-4-yl)-1,2,3-triazol-4-yl]imidazo[1,2-a]pyridine-3-carbonitrile